chromene-2-carboxylic acid O1C(C=CC2=CC=CC=C12)C(=O)O